(4-bromophenyl)-N-methoxy-N,2-dimethylpropionamide BrC1=CC=C(C=C1)C(C(=O)N(C)OC)(C)C